CC(=CC(=O)O)C 3-methylbut-2-enoic acid